O=C1N(C(C=C1)=O)CCCCCC(=O)N[C@@H](C(C)C)C(N[C@@H](C)C(NC1=CC(=CC=C1)CO)=O)=O 6-(2,5-dioxo-2,5-dihydro-1H-pyrrol-1-yl)-N-[(1S)-1-{[(1S)-1-{[3-(hydroxymethyl)phenyl]carbamoyl}ethyl]carbamoyl}-2-methylpropyl]hexanamide